N-(4-(4-amino-7-(tetrahydro-2H-pyran-4-yl)-7H-pyrrolo[2,3-d]pyrimidin-5-yl)phenyl)-5-(4-fluorophenyl)-1-(2-methoxyethyl)-4-oxo-1,4-dihydropyridazine-3-carboxamide NC=1C2=C(N=CN1)N(C=C2C2=CC=C(C=C2)NC(=O)C2=NN(C=C(C2=O)C2=CC=C(C=C2)F)CCOC)C2CCOCC2